C1(CC1)[C@H](C(C)(C)O)N1C(C2=C(C=CC=C2C1)C1=CC=C(C=C1)C=1OC(=CN1)C)=O (R)-2-(1-Cyclopropyl-2-hydroxy-2-methylpropyl)-7-(4-(5-methyloxazol-2-yl)phenyl)isoindolin-1-one